Methyl 2-((4,5-difluoro-2-formylphenyl)amino)-5-(trifluoromethyl)benzoate FC1=CC(=C(C=C1F)NC1=C(C(=O)OC)C=C(C=C1)C(F)(F)F)C=O